BrC=1N=C(N2C1[C@H](N(CC2)C(=O)C2=CC=NC=C2)C)C2=NC(=NS2)C (R)-(1-bromo-8-methyl-3-(3-methyl-1,2,4-thiadiazol-5-yl)-5,6-dihydroimidazo[1,5-a]pyrazin-7(8H)-yl)(pyridin-4-yl)methanone